3-(2-methylpyridin-4-yl)-7,8-dihydro-1,6-naphthyridin CC1=NC=CC(=C1)C=1C=NC=2CCN=CC2C1